4-(1-(2-Chloro-4-((((cis)-4-(methylsulfonyl)cyclohexyl)amino)methyl)phenyl)-1H-pyrazol-4-yl)-2-((1-(methylsulfonyl)piperidin-4-yl)amino)pyrimidine-5-carbonitrile ClC1=C(C=CC(=C1)CN[C@@H]1CC[C@@H](CC1)S(=O)(=O)C)N1N=CC(=C1)C1=NC(=NC=C1C#N)NC1CCN(CC1)S(=O)(=O)C